C(C)NC(CC(C)C)C N-ethyl-isopropylpropane-2-amine